1,9-dihydro-6H-purin-6-thione N1C=NC=2NC=NC2C1=S